methyl 2-((1-(2-hydroxy-7-methyl-4-oxo-4H-pyrido[1,2-a]pyrimidin-9-yl)ethyl)amino)benzoate OC=1N=C2N(C(C1)=O)C=C(C=C2C(C)NC2=C(C(=O)OC)C=CC=C2)C